N1=C(N=CC=C1)C1(CC1)NC(=O)[C@H]1CN(CC[C@@H]1NC(=O)C1=NOC(=C1)C1=C(C=C(C=C1)F)F)CC1=CC=CC=C1 (3S,4S)-1-Benzyl-4-{[5-(2,4-difluoro-phenyl)-isoxazole-3-carbonyl]-amino}-piperidine-3-carboxylic acid (1-pyrimidin-2-yl-cyclopropyl)-amide